ClC1=C(C=CC=C1)C1=NOC(=C1C(=O)OC1CC1)C=1C=NN(C1C)C1CC(C1)(C)O cyclopropyl 3-(2-chlorophenyl)-5-{5-methyl-1-[(1S,3R)-3-hydroxy-3-methylcyclobutyl]-1H-pyrazol-4-yl}-1,2-oxazole-4-carboxylate